ethyl 3-((3,5-dichloro-4-((7-methyl-7H-pyrrolo[2,3-d]pyrimidin-4-yl) oxy)-phenyl)-amino)-3-oxopropionate ClC=1C=C(C=C(C1OC=1C2=C(N=CN1)N(C=C2)C)Cl)NC(CC(=O)OCC)=O